(3R)-3-carbamimidamido(4,4,4-2H3)-butanoic acid N(C(=N)N)[C@@H](CC(=O)O)C([2H])([2H])[2H]